C(C)(=O)[O-].C(C)(=O)[O-].[Pd+2].C(CCC)P(C12CC3CC(CC(C1)C3)C2)C23CC1CC(CC(C2)C1)C3.C(CCC)P(C31CC2CC(CC(C3)C2)C1)C12CC3CC(CC(C1)C3)C2 bis(butyldi-1-adamantylphosphine) palladium diacetate